C1(CC1)N1N=NC2=C1C=CC(=C2)C2=NC(=NO2)C=2C=NC(=CC2)C cyclopropyl-5-[3-(6-methylpyridin-3-yl)-1,2,4-oxadiazol-5-yl]-1H-1,2,3-benzotriazole